CC1(OB(OC1(C)C)C=1C=C(C=CC1)C#CC1C(NCC1)=O)C 3-((3-(4,4,5,5-tetramethyl-1,3,2-dioxaborolan-2-yl)phenyl)ethynyl)pyrrolidin-2-one